NC1=C(C=C2C(=N1)C(C=1C=CC=CC1O2)=O)OC2=CC=C(C=C2)N2C[C@@H](N(CC2)C(=O)OC(C)(C)C)C (S)-tert-butyl 4-(4-((2-amino-10-oxo-10H-chromeno[3,2-b]pyridin-3-yl)oxy)phenyl)-2-methylpiperazine-1-carboxylate